4-fluoro-7-iodobenzo[b]thiophen-3(2H)-one 1-oxide FC1=CC=C(C=2S(CC(C21)=O)=O)I